2,5-dimethylthioterephthalaldehyde CC1=C(C=S)C=C(C(=C1)C=O)C